C(C)(C)(C)OC(N(C1CCN(CC1)C=1SC(=C(N1)C1=CC(=C(C=C1)C#N)F)C1=CC(=C(C=C1)OC)O)C(C)(C)C)=O tert-butyl-(1-(4-(4-Cyano-3-fluorophenyl)-5-(3-hydroxy-4-methoxyphenyl)thiazol-2-yl)piperidin-4-yl)carbamic acid tert-butyl Ester